S(CCC(=O)OCCCCCCCCCCCC)CCC(=O)OCCCCCCCCCCCC didodecyl 3,3'-thiodi-propionate